N-cyclopropyl-4-[3-(4-phenyl-1H-imidazol-2-yl)chroman-6-yl]oxy-pyridine-2-carboxamide C1(CC1)NC(=O)C1=NC=CC(=C1)OC=1C=C2CC(COC2=CC1)C=1NC=C(N1)C1=CC=CC=C1